N,N-bis(3,5-difluorophenyl)-N'-phenyl-benzene-1,3-diamine FC=1C=C(C=C(C1)F)N(C1=CC(=CC=C1)NC1=CC=CC=C1)C1=CC(=CC(=C1)F)F